2,4-dichloro-1,5-naphthyridine-3-carboxylate ClC1=NC2=CC=CN=C2C(=C1C(=O)[O-])Cl